threonyl-D-isoglutamine N[C@@H]([C@H](O)C)C(=O)N[C@H](CCC(=O)O)C(N)=O